(R)-N-((1-Ethylpyrrolidin-2-yl)methyl)-5,7-diphenylpyrazolo[1,5-a]pyrimidine-2-carboxamide C(C)N1[C@H](CCC1)CNC(=O)C1=NN2C(N=C(C=C2C2=CC=CC=C2)C2=CC=CC=C2)=C1